COC1=C(C=C2C(=N1)SCCC2)N2CCC(CC2)C(=O)O 1-(7-methoxy-3,4-dihydro-2H-thiopyrano[2,3-b]pyridin-6-yl)piperidine-4-carboxylic acid